ClC=1C=CC2=C(C[C@@H](CC=3N2C(=NN3)[C@@H]3CC[C@H](CC3)OC3=NC=CC=C3)NC)C1 (5S)-8-chloro-N-methyl-1-[trans-4-(pyridin-2-yloxy)cyclohexyl]-5,6-dihydro-4H-[1,2,4]triazolo[4,3-a][1]benzazepin-5-amine